phenothiazine-3-carbonyl bromide C1=CC(=CC=2SC3=CC=CC=C3NC12)C(=O)Br